OC(C(=O)OCCCC)C BUTYL 2-HYDROXYPROPANOATE